[6-[[3-(Methylsulfonimidoyl)-5-(trifluoromethyl)phenyl]methyl]-2-azaspiro[3.3]heptan-2-yl]-[rac-(3S)-3-(1H-1,2,4-triazol-5-yl)pyrrolidin-1-yl]methanone CS(=O)(=N)C=1C=C(C=C(C1)C(F)(F)F)CC1CC2(CN(C2)C(=O)N2C[C@H](CC2)C2=NC=NN2)C1 |r|